tert-butyl 1-ethyl-3-oxo-2-[2-(trifluoromethyl)pyridin-4-yl]-2,8-diazaspiro[4.5]decane-8-carboxylate C(C)C1N(C(CC12CCN(CC2)C(=O)OC(C)(C)C)=O)C2=CC(=NC=C2)C(F)(F)F